ClC1=C(C=CC(=C1)OC1=CC=CC=2C=C(OC21)COCOC)C(=O)C2=CNC=1N=CN=C(C12)Cl (2-Chloro-4-((2-((methoxymethoxy)methyl)benzofuran-7-yl)oxy)phenyl)(4-chloro-7H-pyrrolo[2,3-d]Pyrimidin-5-yl)methanone